4-(4'-methylbenzothioyl)benzophenone CC1=CC=C(C(=S)C2=CC=C(C(=O)C3=CC=CC=C3)C=C2)C=C1